N-(2-morpholinoethyl)-1H-1,2,3-triazol-4-carboxamide O1CCN(CC1)CCNC(=O)C=1N=NNC1